tert-butyl (2-(4-(2-(2,6-dioxopiperidin-3-yl)-1-oxoisoindolin-5-yl)piperidin-1-yl)ethyl)carbamate O=C1NC(CCC1N1C(C2=CC=C(C=C2C1)C1CCN(CC1)CCNC(OC(C)(C)C)=O)=O)=O